[N+](=O)([O-])C=1C(=NC=CC1)N1CCN(CC1)C(=O)OC(C)(C)C 1-Tert-butyl 4-(3-nitropyridin-2-yl)piperazine-1-carboxylate